CC1=NOC(=C1C=1C=C2C(=NC(=NC2=CC1)N1CCN(CC1)CC(=O)N(C)C)N1[C@H](COCC1)C1=CC=CC=C1)C (S)-2-(4-(6-(3,5-dimethylisoxazol-4-yl)-4-(3-phenylmorpholino)quinazolin-2-yl)piperazin-1-yl)-N,N-dimethylacetamide